1-(3-fluoropyridin-2-yl)-2-methylpropan-1-one FC=1C(=NC=CC1)C(C(C)C)=O